(1R,4R,9R)-4-isopropyl-11-[[4-(trifluoromethyl)phenyl]methyl]-2-oxa-6,11-diazatricyclo[7.4.0.01,6]tridecan-7-one C(C)(C)[C@H]1CO[C@]23N(C1)C(C[C@@H]3CN(CC2)CC2=CC=C(C=C2)C(F)(F)F)=O